6-(methyl-(3-(trifluoromethoxy)cyclobutyl)amino)nicotinonitrile CN(C1=NC=C(C#N)C=C1)C1CC(C1)OC(F)(F)F